4-(2,5-dichlorothiophen-3-yl)-4,4-difluorobutanoic acid ClC=1SC(=CC1C(CCC(=O)O)(F)F)Cl